O=C1NC(CCC1N1C(C2=CC=C(C=C2C1=O)NCCOCCOCCOCC(=O)O)=O)=O 2-[2-[2-[2-[[2-(2,6-dioxo-3-piperidyl)-1,3-dioxo-isoindolin-5-yl]amino]ethoxy]ethoxy]ethoxy]acetic acid